6-((2,6-dichloro-1-(1-isopropyl-1H-pyrazol-4-yl)-1H-indol-3-yl)thio)picolinic acid ClC=1N(C2=CC(=CC=C2C1SC1=CC=CC(=N1)C(=O)O)Cl)C=1C=NN(C1)C(C)C